1-(tert-butoxycarbonyl)-3-cyanoazetidine-3-carboxylic acid C(C)(C)(C)OC(=O)N1CC(C1)(C(=O)O)C#N